2-cyclopropyl-5-(trifluoromethoxy)benzoic acid C1(CC1)C1=C(C(=O)O)C=C(C=C1)OC(F)(F)F